ethyl 4-cyclopropyl-3-[2-(trifluoromethyl)phenyl]-1,2-thiazole-5-carboxylate C1(CC1)C=1C(=NSC1C(=O)OCC)C1=C(C=CC=C1)C(F)(F)F